ClC=1C=C(C=CC1C)C=1N=C(NC1)C1N(CCCC1)C(C(C)SC)=O 1-(2-(4-(3-chloro-4-methylphenyl)-1H-imidazol-2-yl)piperidin-1-yl)-2-(methyl-thio)propan-1-one